CC1=C(C=CC(=C1)OC1=CC=CC=C1)[N+](=O)[O-] 2-Methyl-1-nitro-4-phenoxybenzene